3-[1-(2-hydroxy-2-methylpropyl)pyrazol-3-yl]-1H-indole-7-carbonitrile OC(CN1N=C(C=C1)C1=CNC2=C(C=CC=C12)C#N)(C)C